(S)-6-(4-(methoxycarbonyl)phenyl)-4-(1-methyl-1H-pyrazol-3-yl)-3,6-dihydropyridine COC(=O)C1=CC=C(C=C1)[C@@H]1C=C(CC=N1)C1=NN(C=C1)C